CO[Si](CCCSSSCCC[Si](C)(C)OC)(C)C bis(3-monomethoxydimethylsilylpropyl) trisulfide